5-(pyrimidin-5-ylamino)-1H-indazole-3-carboxamide N1=CN=CC(=C1)NC=1C=C2C(=NNC2=CC1)C(=O)N